NC1=NC=2C=CC=CC2C2=C1N=C(N2CC=2C=C(CNC(C1=CC(=C(C(=C1)O)O)O)=O)C=CC2)CCCC N-(3-((4-amino-2-butyl-1H-imidazo[4,5-c]quinolin-1-yl)methyl)benzyl)-3,4,5-trihydroxybenzamide